1-(4-cyclohexylphenyl)-5-methyl-3-(pyrrolidin-1-ylmethyl)-1H-1,2,4-triazole C1(CCCCC1)C1=CC=C(C=C1)N1N=C(N=C1C)CN1CCCC1